NC=1C=2N(C3=C(N1)C=NC(=C3)C(=O)N3[C@@H]1[C@H](CCC3)OC3=C1C=CC(=C3)C(F)(F)F)C(=NC2)C (4-amino-1-methylimidazo[1,5-a]pyrido[3,4-e]pyrazin-8-yl)((4aS,9bS)-7-(trifluoromethyl)-3,4,4a,9b-tetrahydrobenzofuro[3,2-b]pyridin-1(2H)-yl)methanone